NC=1N(N=C2C=C(C=CC12)CNC(OC(C)(C)C)=O)C1=CC=CC=C1 tert-Butyl ((3-amino-2-phenyl-2H-indazol-6-yl)methyl)carbamate